Phenylacetylglutamin-d5 C1(=CC=CC=C1)CC(=O)C(C([C@](N([2H])[2H])(C(=O)O)[2H])([2H])[2H])C(N)=O